C(C)[Si](O[Si](C)(C)C)(O[Si](O[Si](C)(C)C)(O[Si](C)(C)C)CC)O[Si](C)(C)C 3,5-diethyl-1,1,1,7,7,7-hexamethyl-3,5-bis[(trimethylsilyl)oxy]tetrasiloxane